methyl 4-(7-fluoro-2-methyl-5-((4-methylthiazol-5-yl)methoxy)benzofuran-3-carboxamido)tetrahydro-2H-pyran-4-carboxylate FC1=CC(=CC=2C(=C(OC21)C)C(=O)NC2(CCOCC2)C(=O)OC)OCC2=C(N=CS2)C